N-(4,6-diamino-2-(7-fluoro-1-(2-fluorobenzyl)-1H-indazol-3-yl)pyrimidin-5-yl)tetrahydrofuran-2-carboxamide NC1=NC(=NC(=C1NC(=O)C1OCCC1)N)C1=NN(C2=C(C=CC=C12)F)CC1=C(C=CC=C1)F